2-amino-6,7-dihydro-3H-purine-6-thione NC1=NC(C=2NC=NC2N1)=S